Cl(=O)[O-] Chlorit